ClC1=CC(=CC(=N1)OCC1=C(C=C(C#N)C=C1)F)I 4-(((6-chloro-4-iodopyridin-2-yl)oxy)methyl)-3-fluorobenzonitrile